N1C=C(C=C1)CNC1=C2N=CN(C2=NC(=N1)C=1C=NC=C(C1)Cl)[C@H]1[C@@H]([C@@H]([C@H](O1)C(=O)NC([2H])([2H])[2H])O)O (2s,3s,4r,5r)-5-(6-(((1H-pyrrol-3-yl)methyl)amino)-2-(5-chloropyridin-3-yl)-9H-purin-9-yl)-3,4-dihydroxy-N-(methyl-d3)-tetrahydrofuran-2-carboxamide